CC1=C(C(=O)O)C=CC(=C1)NC(=O)C=1C=C2C(=C(N1)N1[C@H](CCC1)C)OCCC2 (S)-2-methyl-4-(8-(2-methylpyrrolidin-1-yl)-3,4-dihydro-2H-pyrano[2,3-c]pyridin-6-amido)benzoic acid